[Si](C)(C)(C(C)(C)C)OCC=1C=C(C=CC1C)[C@@H]([C@@H](C(=O)OCC1=CC=CC=C1)C)C1=C(C2=C(N(N=N2)CC)C=C1)C (2S,3R)-Benzyl 3-(3-(((tert-butyldimethylsilyl)oxy)methyl)-4-methylphenyl)-3-(1-ethyl-4-methyl-1H-benzo[d][1,2,3]triazol-5-yl)-2-methylpropanoate